F[C@H]1CN(C[C@@H]1F)C1=NC(=NC=C1C(F)(F)F)NC1=C(C=C(C=C1)N1CC(CCC1)O)NC(C)C 1-[4-({4-[(3S,4S)-3,4-difluoropyrrolidin-1-yl]-5-(trifluoromethyl)pyrimidin-2-yl}amino)-3-[(propan-2-yl)amino]phenyl]piperidin-3-ol